1-(2,6-dichlorophenyl)-4-((6-((1,1-dioxidothiomorpholino)methyl)pyridin-3-yl)amino)-1H-pyrazole-3-carboxamide ClC1=C(C(=CC=C1)Cl)N1N=C(C(=C1)NC=1C=NC(=CC1)CN1CCS(CC1)(=O)=O)C(=O)N